(2-amino-1-cyanocyclopentyl)carbamic acid tert-butyl ester C(C)(C)(C)OC(NC1(C(CCC1)N)C#N)=O